COC=1C=C(C=C(C1)OC)C1=CC=CC=2N=C(NC21)C(=O)N (E)-4-(3,5-Dimethoxyphenyl)benzimidazole-2-carboxamide